BrC1=CC(=C(C(=O)OC)C=C1)OC(F)F methyl 4-bromo-2-(difluoromethoxy)benzoate